(E)-4-(5-isopropyl-4-(2-(3-methylbenzylidene)hydrazinyl)-7-phenyl-5H-pyrrolo[3,2-d]pyrimidin-2-yl)morpholine C(C)(C)N1C=C(C=2N=C(N=C(C21)N/N=C/C2=CC(=CC=C2)C)N2CCOCC2)C2=CC=CC=C2